CC1=CC=C2C=CC=NC2=C1S(=O)(=O)NC1=C(C=CC=C1)C#CC=1C=CC(=NC1)C(=O)OC methyl 5-{2-[2-(7-methylquinoline-8-sulfonamido)phenyl]ethynyl}pyridine-2-carboxylate